3r-hydroxydecanoyl-coa O[C@@H](CC(=O)SCCNC(CCNC([C@@H](C(COP(OP(OC[C@@H]1[C@H]([C@H]([C@@H](O1)N1C=NC=2C(N)=NC=NC12)O)OP(=O)(O)O)(=O)O)(=O)O)(C)C)O)=O)=O)CCCCCCC